CN1C(C2=CC=C(C=C2C(=C1)I)F)=O 2-methyl-6-fluoro-4-iodoisoquinolin-1(2H)-one